4-(3-(4-(pyrazolo[1,5-a]pyridin-6-yl)-1H-pyrazol-1-yl)propyl)morpholine N1=CC=C2N1C=C(C=C2)C=2C=NN(C2)CCCN2CCOCC2